2-(4-bromo-1-methyl-1H-pyrazol-5-yl)-4-chloro-5-methoxybenzonitrile BrC=1C=NN(C1C1=C(C#N)C=C(C(=C1)Cl)OC)C